NC=1C(=NC(=CN1)C1=C(C=C(C=C1)N1C[C@H](N(CC1)C)C(C)C)F)C=1C=C2CCNC(C2=CC1)=O (R)-6-(3-amino-6-(2-fluoro-4-(3-isopropyl-4-methylpiperazin-1-yl)phenyl)pyrazin-2-yl)-3,4-dihydroisoquinolin-1(2H)-one